3-chloro-4-((3,5-difluoropyridin-2-yl)methoxy-d2)-5',6-dimethyl-2H-[1,4'-bipyridyl]-2-one ClC=1C(N(C(=CC1OC([2H])([2H])C1=NC=C(C=C1F)F)C)C1=CC=NC=C1C)=O